6-(piperazin-1-yl)spiro[indoline-3,3'-piperidine]-2',6'-dione HCl Cl.N1(CCNCC1)C1=CC=C2C(=C1)NCC21C(NC(CC1)=O)=O